O1C(C1)C=1C=C(C#N)C=CC1 3-(oxiran-2-yl)benzonitrile